CN1N=NC=C1C=1C=CC(=C(C1)O)C1=CN=C(N=N1)N1C[C@@H](NCC1)C(C)C 5-(1-methyl-1H-1,2,3-triazol-5-yl)-2-{3-[(3S)-3-(propan-2-yl)piperazin-1-yl]-1,2,4-triazin-6-yl}phenol